FC(C1(CC1)C(=O)N1CC2(C1)CNCC2C(=O)OCC)(F)F ethyl 2-(1-(trifluoromethyl)cyclopropane-1-carbonyl)-2,6-diazaspiro[3.4]octane-8-carboxylate